ClC=1NC2=CC=C(C=C2C1C=O)OC 2-CHLORO-5-METHOXY-1H-INDOLE-3-CARBALDEHYDE